6-(5,6,7,8-tetrahydroimidazo[1,2-a]pyridine-3-carbonyl)-N-(3-(trifluoromethyl)phenyl)-4,5,6,7-tetrahydrothieno[2,3-c]pyridine-3-carboxamide N=1C=C(N2C1CCCC2)C(=O)N2CC1=C(CC2)C(=CS1)C(=O)NC1=CC(=CC=C1)C(F)(F)F